(S)-1-(1-((5-(4-(pyrimidin-5-ylethynyl)phenyl)isoxazol-3-yl)methyl)-1H-imidazol-2-yl)ethan-1-ol N1=CN=CC(=C1)C#CC1=CC=C(C=C1)C1=CC(=NO1)CN1C(=NC=C1)[C@H](C)O